C(#N)C1=CC(=C(COC2=CC=CC(=N2)C2=CC(=C(CC3=NC4=C(N3CCNC3CC3)C=C(C=C4)C(=O)OC)C=C2F)F)C=C1)F methyl 2-(4-(6-((4-cyano-2-fluorobenzyl)oxy)pyridin-2-yl)-2,5-difluorobenzyl)-1-(2-(cyclopropylamino)ethyl)-1H-benzo[d]imidazole-6-carboxylate